CN(C)CC1N(CC1)C1=C(N)C=C(C(=C1)OC)[N+](=O)[O-] 2-(2-((dimethylamino)methyl)azetidin-1-yl)-4-methoxy-5-nitroaniline